N[C@@H]1CN(CCC1)C(=O)C1CCCCC1 (S)-(3-aminopiperidin-1-yl)(cyclohexyl)methanone